CC1=C(C=C(C=C1)C)C(=C)C1N(C1)C1=CC=C(C=C1)C 2-(1-(2,5-dimethylphenyl)vinyl)-1-p-tolylaziridine